FC=1C=C(C=C(C1N)[2H])C1=CC(=CC=C1)OC([2H])([2H])[2H] 3-fluoro-3'-(methoxy-d3)-[1,1'-biphenyl]-5-d-4-amine